FC1=C2C(=NC(=C1F)C)N(C(=C2)C(=O)OC)S(=O)(=O)C2=CC=C(C=C2)C methyl 4,5-difluoro-6-methyl-1-(p-tolylsulfonyl)pyrrolo[2,3-b]pyridine-2-carboxylate